FC(CNC=1N=CC2=C(N1)NC=C2C2=CC=1N(C=C2)N=CC1C(=O)NC=1C=NC=CC1)(C)C 5-(2-((2-fluoro-2-methylpropyl)amino)-7H-pyrrolo[2,3-d]pyrimidin-5-yl)-N-(pyridin-3-yl)pyrazolo[1,5-a]pyridine-3-carboxamide